C1(CC1)CNC1=NC(N(C2=CC(=CC(=C12)OC)C(F)(F)F)C1=CC=CC=C1)=O 4-((Cyclopropylmethyl)amino)-5-methoxy-1-phenyl-7-(trifluoromethyl)quinazolin-2(1H)-one